3-((3-exo)-3-((7-((1-methyl-1H-1,2,4-triazol-3-yl)amino)-1,6-naphthyridin-5-yl)amino)-8-azabicyclo[3.2.1]oct-8-yl)propanenitrile CN1N=C(N=C1)NC1=NC(=C2C=CC=NC2=C1)NC1CC2CCC(C1)N2CCC#N